CN1N=C(C(=C1)NC1=NC=C2C(=N1)N(N=C2NC=2C(=NC=C(C(=O)OC)C2)C)C)C methyl 5-((6-((1,3-dimethyl-1H-pyrazol-4-yl)amino)-1-methyl-1H-pyrazolo[3,4-d]pyrimidin-3-yl)amino)-6-methylnicotinate